carbon silicon-titanium carbon [C].[Ti].[Si].[C]